(E)-3-(3,4-difluorophenyl)-1-(4-(4-methoxycyclohexane-1-carbonyl)piperazin-1-yl)prop-2-en-1-one FC=1C=C(C=CC1F)/C=C/C(=O)N1CCN(CC1)C(=O)C1CCC(CC1)OC